CCCCCCCCC(CCCCCCCC)OC(CCCCCCCN(CCCCCCC(C(=O)OCCCCCC)C(=O)OCCCCCC)CCCNC1=C(C(C1=O)=O)NC)=O dihexyl 2-(6-((8-(heptadecan-9-yloxy)-8-oxooctyl)(3-((2-(methylamino)-3,4-dioxocyclobut-1-en-1-yl)amino)propyl)amino)hexyl)malonate